1-(4-tert-butoxyphenyl)-1,3-propanedione C(C)(C)(C)OC1=CC=C(C=C1)C(CC=O)=O